gold (I) phosphine P.[Au+]